(±)-2-methyl-3-(3-propyl-1-cyclopenten-1-yl)propanal ethyl-5-bromo-6-oxo-1,6-dihydropyrimidine-2-carboxylate C(C)OC(=O)C=1NC(C(=CN1)Br)=O.CC(C=O)CC1=CC(CC1)CCC